[Cl-].C(CCC)[P+](CC1=CC=C(C=C1)C=C)(CCCC)CCCC tri-n-butyl-4-vinylbenzylphosphonium chloride